FC=1C=C(OC2=C(C=C3C=NNC3=C2)[N+](=O)[O-])C=CC1 6-(3-Fluorophenoxy)-5-nitro-1H-indazole